C1(CC1)[C@@H](C(CO)(F)F)NC1=C(C(N(C2=CC=C(C=C12)[N+](=O)[O-])C(C)C)=O)C(=O)OCC ethyl (S)-4-((1-cyclopropyl-2,2-difluoro-3-hydroxypropyl) amino)-1-isopropyl-6-nitro-2-oxo-1,2-dihydroquinoline-3-carboxylate